(3,3-difluoro-1-piperidinyl)(2-(2-methyl-2H-pyrazolo[3,4-b]pyridin-5-yl)-1,6-naphthyridin-7-yl)methanone FC1(CN(CCC1)C(=O)C1=NC=C2C=CC(=NC2=C1)C1=CC=2C(N=C1)=NN(C2)C)F